COC(=O)C1CC(=NN1C1=CC=C(C=C1)OC(F)(F)F)C1=CC(=CC=C1)Cl 3-(3-chlorophenyl)-1-(4-trifluoromethoxyphenyl)-4,5-dihydro-1H-pyrazole-5-carboxylic acid methyl ester